5-[[2-[(2R,5R)-4,4-difluoro-2-(4-Fluorophenyl)-5-methyl-1-piperidyl]-2-oxo-acetyl]amino]-2-methoxy-pyridine-3-carboxamide FC1(C[C@@H](N(C[C@H]1C)C(C(=O)NC=1C=C(C(=NC1)OC)C(=O)N)=O)C1=CC=C(C=C1)F)F